tert-butyl (3-((2-((4-fluorophenyl)ethynyl)-4-(3-(2-(pyridin-3-yl)ethyl)ureido)phenyl)carbamoyl)phenyl)carbamate FC1=CC=C(C=C1)C#CC1=C(C=CC(=C1)NC(=O)NCCC=1C=NC=CC1)NC(=O)C=1C=C(C=CC1)NC(OC(C)(C)C)=O